FC1=CC=C(CN2N=CC=3C2=NC=NC3N)C=C1 (4-fluorobenzyl)-1H-pyrazolo[3,4-d]pyrimidin-4-amine